(Z)-1-(3-(5-(dimethylamino)-4-fluoro-2-isopropylphenyl)-4-oxothiazolidin-2-ylidene)-3-(2-fluoro-4-(5-(4-(trifluoromethoxy)phenyl)-1,3,4-thiadiazol-2-yl)phenyl)urea CN(C=1C(=CC(=C(C1)N1/C(/SCC1=O)=N/C(=O)NC1=C(C=C(C=C1)C=1SC(=NN1)C1=CC=C(C=C1)OC(F)(F)F)F)C(C)C)F)C